NC1=C2C(=NC=N1)N(N=C2C2=CC1=CC=C(C=C1C=C2)O)C(C)C=2OC1=CC=CC=C1C(C2C2=CC(=CC=C2)F)=O 2-(1-(4-Amino-3-(6-hydroxynaphthalen-2-yl)-1H-pyrazolo[3,4-d]pyrimidin-1-yl)ethyl)-3-(3-Fluorophenyl)-4H-chromen-4-one